N-((3S,4S)-3-fluoro-1-methylpiperidin-4-yl)-4-methoxy-5-(pyrazolo[1,5-a]pyridin-5-yl)pyrrolo[2,1-f][1,2,4]triazin-2-amine F[C@H]1CN(CC[C@@H]1NC1=NN2C(C(=N1)OC)=C(C=C2)C2=CC=1N(C=C2)N=CC1)C